2-(3-chlorophenyl)-6-[5-(difluoromethyl)-1,3,4-oxadiazol-2-yl]-2,3-dimethyl-2,3-dihydro-4H-1,3-benzoxazin-4-one ClC=1C=C(C=CC1)C1(OC2=C(C(N1C)=O)C=C(C=C2)C=2OC(=NN2)C(F)F)C